(exo)-N-[8-amino-6-(4-methylpyridin-3-yl)-2,7-naphthyridin-3-yl]-3-azaBicyclo[3.1.0]Hexane-6-carboxamide NC=1N=C(C=C2C=C(N=CC12)NC(=O)C1C2CNCC12)C=1C=NC=CC1C